O1CC(CC2=CC=C(C=C12)O)O chromane-3,7-diol